[2H]N racemic-deutero-amine